C(C=C)(=O)OCCCCCCOC=1C=C2C=CC(=CC2=CC1)C(=O)OC1=CC(=C(C=C1)OC(=O)C1=CC2=CC=C(C=C2C=C1)OCCCCCCCCCCOC(C=C)=O)C(=O)OCCCCCCCCCCOC1=CC=C(C=C1)C1=CC=C(C=C1)C#N [3-[10-[4-(4-cyanophenyl)phenoxy]decoxycarbonyl]-4-[6-(10-prop-2-enoyloxydecoxy)naphthalene-2-carbonyl]oxy-phenyl] 6-(6-prop-2-enoyloxyhexoxy)naphthalene-2-carboxylate